FC1(CCN(CC1)C1=NC(=CC(=N1)NC(C1=C(N=C(C=C1)NS(=O)(=O)CCO)N1CCC2(CC2)CC1)=O)C)F N-(2-(4,4-Difluoropiperidin-1-yl)-6-methylpyrimidin-4-yl)-6-((2-hydroxyethyl)sulfonamido)-2-(6-azaspiro[2.5]octan-6-yl)nicotinamid